C(C1=CC=CC=C1)(=O)C1=CC=C(C=C1)SC1=CC=C(C=C1)[S+](C1=CC=CC=C1)C1=CC=CC=C1 4-(4-benzoylphenylthio)phenyl-diphenyl-sulfonium